CC1=C(C=CC(=C1)C)C=1C=C2C=NN(C(C2=CC1)=O)C1=NC=C(C=N1)N1CC(CC1)O cis-6-(2,4-Dimethylphenyl)-2-(5-(3-hydroxypyrrolidin-1-yl)pyrimidin-2-yl)phthalazin-1(2H)-one